(2R)-2-({[6-(propan-2-yl)-2,3-dihydro-1H-inden-5-yl]carbamoyl}amino)-3-(pyridin-3-yl)propanoic acid ethyl ester C(C)OC([C@@H](CC=1C=NC=CC1)NC(NC=1C=C2CCCC2=CC1C(C)C)=O)=O